methyl 4-(3,5-dimethoxybenzyl)-9-(4-fluoro-2-methylphenyl)-5-oxo-2,3,4,5-tetrahydrobenzo[f][1,4]oxazepine-7-carboxylate COC=1C=C(CN2CCOC3=C(C2=O)C=C(C=C3C3=C(C=C(C=C3)F)C)C(=O)OC)C=C(C1)OC